7-Fluoro-6-(1'-isopropyl-[1,4'-bipiperidin]-4-yl)-2-(4-(methylsulfonyl)phenyl)-1H-benzo[d]imidazol FC1=C(C=CC2=C1NC(=N2)C2=CC=C(C=C2)S(=O)(=O)C)C2CCN(CC2)C2CCN(CC2)C(C)C